2-(2,6-dibromo-4-((2-oxo-3-(4-(trifluoromethyl)phenyl)imidazolin-1-yl)methyl)phenoxy)-2-methylpropanoic acid ethyl ester C(C)OC(C(C)(C)OC1=C(C=C(C=C1Br)CN1C(N(CC1)C1=CC=C(C=C1)C(F)(F)F)=O)Br)=O